(R)-2-(N-[4-amino-5-(4-chlorobenzoyl)thiazol-2-yl]-4-chloro-anilino)propionamide NC=1N=C(SC1C(C1=CC=C(C=C1)Cl)=O)N(C1=CC=C(C=C1)Cl)[C@@H](C(=O)N)C